2-(4-(4-methylpiperazin-1-yl)piperidin-1-yl)-7-nitroquinoxaline CN1CCN(CC1)C1CCN(CC1)C1=NC2=CC(=CC=C2N=C1)[N+](=O)[O-]